BrCC1=C(C(=NN1CCO)C)I 2-[5-(bromomethyl)-4-iodo-3-methyl-pyrazol-1-yl]ethanol